[Cl-].C(C=C)(=O)OCC[N+](C)(C)CC1=CC=CC=C1 N-(2-acryloyloxyethyl)-N-benzyl-N,N-dimethyl-ammonium chloride